2,4-dichloro-alpha-(3,4-dihydro-4-oxo-2(1H)-quinazolinylidene)-beta-oxo-phenylpropionitrile ClC1=C(C=CC(=C1)Cl)C(C(C#N)=C1NC2=CC=CC=C2C(N1)=O)=O